6-bromo-1-oxo-2,3-dihydro-1H-isoindole-2-carboxylic acid tert-butyl ester C(C)(C)(C)OC(=O)N1C(C2=CC(=CC=C2C1)Br)=O